ethyl 2-chloro-5-propylthiazole-4-carboxylate ClC=1SC(=C(N1)C(=O)OCC)CCC